C(C)(C)(C)OC(=O)N1C[C@H](CC1)[C@@H](C(=O)O)CC1=CC(=CC=C1)N1N=NC(=C1)CO (2S)-2-[(3R)-1-tert-Butoxycarbonylpyrrolidin-3-yl]-3-[3-[4-(hydroxymethyl)triazol-1-yl]phenyl]propanoic acid